FC1=C(C=C(C(=C1)F)F)CC(CC(=O)[O-])=O 4-(2,4,5-trifluoro-phenyl)-3-oxo-butyrate